4-(6-((3-Chloro-1-methyl-1H-indazol-6-yl)methoxy)pyridin-2-yl)piperidine ClC1=NN(C2=CC(=CC=C12)COC1=CC=CC(=N1)C1CCNCC1)C